N1(CCCC1)C(=O)OC1=CC(=C(C=C1)C=1N=C2SC3=C(N2C1)C=C(C(=C3)C(NCCCN3CCC(CC3)F)=O)OC)F (3-fluoro-4-(7-((3-(4-fluoropiperidin-1-yl) propyl) carbamoyl)-6-methoxybenzo[d]imidazo[2,1-b]thiazol-2-yl) phenyl) pyrrolidine-1-carboxylate